1-(2-(pyrimidin-4-yl)nicotinoyl)-4-(2-(trifluoromethyl)benzyl)piperidine-4-carbonitrile N1=CN=C(C=C1)C1=C(C(=O)N2CCC(CC2)(C#N)CC2=C(C=CC=C2)C(F)(F)F)C=CC=N1